C[C@@H]1C[C@@H]([C@@H]2[C@H]([C@H](C=CC2=C1)C)CC[C@H](C[C@H](CC(=O)[O-])O)O)O The molecule is a hydroxy monocarboxylic acid anion that is the conjugate base of monacolin J acid, obtained by deprotonation of the carboxy group; major species at pH 7.3. It is a conjugate base of a monacolin J acid.